1-(3-((4-((5-([1,2,4]triazolo[1,5-a]pyridin-7-yl)-2-ethoxyphenyl)amino)-7-methoxy-quinazolin-6-yl)oxy)azetidin-1-yl)prop-2-en-1-one N=1C=NN2C1C=C(C=C2)C=2C=CC(=C(C2)NC2=NC=NC1=CC(=C(C=C21)OC2CN(C2)C(C=C)=O)OC)OCC